3-(1,3-dithian-2-yl)-1-phenyl-1H-pyrazole S1C(SCCC1)C1=NN(C=C1)C1=CC=CC=C1